ClC=1C=C(C=CC1Cl)CCCCCCCCCCCCCCC(=O)O 3,4-dichloro-benzenepentadecanoic acid